CN1N=CC(=C1)C1=C(C=CC=C1)C(C)NC(OC(C)(C)C)=O tert-butyl 1-(2-(1-methyl-1H-pyrazol-4-yl)phenyl)ethylcarbamate